C(#N)C1=CC(=NC=N1)N1N=CN=C1C(C)NC(OC(C)(C)C)=O tert-butyl (1-(1-(6-cyanopyrimidin-4-yl)-1H-1,2,4-triazol-5-yl)ethyl)carbamate